Methyl 2-((4-(2,3-dihydrobenzo[b][1,4]dioxin-6-yl)-5-oxo-4,5-dihydro-1H-1,2,4-triazol-3-yl)thio)thiazole-5-carboxylate O1C2=C(OCC1)C=C(C=C2)N2C(=NNC2=O)SC=2SC(=CN2)C(=O)OC